1-(1-(1H-pyrazol-3-yl)ethyl)-7-chloro-4-(dimethylamino)quinazolin-2(1H)-one N1N=C(C=C1)C(C)N1C(N=C(C2=CC=C(C=C12)Cl)N(C)C)=O